[Si](C1=CC=CC=C1)(C1=CC=CC=C1)(C(C)(C)C)OC=1C=CC2=C(N=C(S2)NC(=O)C=2C=NC(=CC2C2=CC(=NC=C2OC)Cl)C)C1 N-{5-[(tert-butyldiphenylsilyl)oxy]-1,3-benzothiazol-2-yl}-2'-chloro-5'-methoxy-6-methyl-[4,4'-bipyridine]-3-carboxamide